(1S,2S,3S)-2-hydroxycyclopentane-1,3-dicaffeamide OC1[C@@H](CC[C@H]1C1=CC(=C(C=C1/C=C/C(=O)N)O)O)C1=CC(=C(C=C1/C=C/C(=O)N)O)O